3-(5-methylisoxazol-3-yl)-[1,2,4]triazolo[4,3-b]pyridazine-6-carboxylate CC1=CC(=NO1)C1=NN=C2N1N=C(C=C2)C(=O)[O-]